C(C1=CC=CC=C1)OC1=CC=C(C=C1)C[C@@H](CNC(C[C@@H](C1(CC1)C(F)(F)F)C=1C=NC=CC1)=O)OC (R)-N-((S)-3-(4-(benzyloxy)phenyl)-2-methoxypropyl)-3-(pyridin-3-yl)-3-(1-(trifluoromethyl)cyclopropyl)propanamide